F.OC=1NC2=C(N1)C=CC=C2 2-hydroxybenzimidazole hydrofluoric acid salt